FC1=CC=C(O[C@H]2[C@@H](CN(CC2)C2=CC(N(C=3C=CC(=NC23)C#N)C)=O)C)C=C1 8-((3R,4R)-4-(4-fluorophenoxy)-3-methylpiperidin-1-yl)-5-methyl-6-oxo-5,6-dihydro-1,5-naphthyridine-2-carbonitrile